(2S,4R)-4-fluoro-1-{[(2-methylpropyl)carbamoyl]carbonyl}-N-[(S)-phenyl[4-(propan-2-yl)phenyl]methyl]pyrrolidine-2-carboxamide F[C@@H]1C[C@H](N(C1)C(=O)C(NCC(C)C)=O)C(=O)N[C@H](C1=CC=C(C=C1)C(C)C)C1=CC=CC=C1